C1(CC1)C1=NC=NC(=C1C1=NC=C2C(=N1)N(N=C2)CC2=CC=C(C=C2)C=2N(C=C(N2)C(F)(F)F)CC)OC 6-(4-cyclopropyl-6-methoxypyrimidin-5-yl)-1-(4-(1-ethyl-4-(trifluoromethyl)-1H-imidazol-2-yl)benzyl)-1H-pyrazolo[3,4-d]pyrimidine